C(CCCCCCC\C=C/C\C=C/CCCCC)OCC(CO)OCCCCCCCC\C=C/C\C=C/CCCCC 1,2-Dilinoleyloxy-3-hydroxypropane